O1C=NC=C1C=1C(=NC=NC1)OC(=O)C=1OC=CC1 5-oxazol-5-ylpyrimidin-4-ylfuran-2-carboxylate